ethyl 5-(N-(2-((2-chloro-N-(furan-2-ylmethyl) benzoylamino) methyl)-4-(dipropylamino) phenyl)-N-ethylsulfamoyl)-3-methylbenzofuran-2-carboxylate ClC1=C(C(=O)N(CC=2OC=CC2)CC2=C(C=CC(=C2)N(CCC)CCC)N(S(=O)(=O)C=2C=CC3=C(C(=C(O3)C(=O)OCC)C)C2)CC)C=CC=C1